(R)-3-methyl-4-(4-(4-methyl-6-(methylsulfonyl)pyridin-3-yl)-7-(1H-pyrazol-5-yl)imidazo[1,5-b]pyridazin-2-yl)morpholine C[C@H]1N(CCOC1)C=1C=C(C=2N(N1)C(=NC2)C2=CC=NN2)C=2C=NC(=CC2C)S(=O)(=O)C